C(CCCCCCC)S(=O)(=O)O 1-octanesulfonic acid